C(C(C)C)C1=CC=C(C=C1)C=CC(=O)O 3-(4-isobutylphenyl)acrylic acid